[C-](S(=O)(=O)C(F)(F)F)(S(=O)(=O)C(F)(F)F)S(=O)(=O)C(F)(F)F.C1(=CC=CC=C1)[I+]C1=CC=CC=C1 diphenyliodonium tris(trifluoromethylsulfonyl)methide